3-(1-oxo-5-(spiro[cyclobutane-1,3'-indoline]-1'-carbonyl)isoindolin-2-yl)piperidine-2,6-dione O=C1N(CC2=CC(=CC=C12)C(=O)N1CC2(C3=CC=CC=C13)CCC2)C2C(NC(CC2)=O)=O